(2-methoxy-5-(2-(methylamino)-8,9-dihydroimidazo[1',2':1,6]pyrido[2,3-d]pyrimidin-6-yl)pyridin-3-yl)methanesulfonamide COC1=NC=C(C=C1CS(=O)(=O)N)C1=CC2=C(N=C(N=C2)NC)N2C1=NCC2